O[C@]1([C@@H](CCC1)C1=NOC2=C1C(CCC2)=O)C 3-((1S,2R)-2-hydroxy-2-methylcyclopentyl)-6,7-dihydrobenzo[d]isoxazol-4(5H)-one